C(CCN)CC(=O)O δ-Amino-N-Valeric Acid